CO[C@H]1[C@@H](CN(C1)C([2H])([2H])[2H])O (3R,4R)-4-methoxy-1-(2H3)methylpyrrolidin-3-ol